CN1N(C(C=C1C1=CC=CC=C1)=O)C1=CC=CC=C1 1-methyl-2,5-diphenyl-1,2-dihydro-3H-pyrazol-3-one